N-[4-[(6,7-dimethoxy-1,5-naphthyridin-4-yl)oxy]-2,3-difluorophenyl]-5-(4-fluorophenyl)-1,6-dimethyl-4-oxopyridine-3-carboxamide COC=1N=C2C(=CC=NC2=CC1OC)OC1=C(C(=C(C=C1)NC(=O)C1=CN(C(=C(C1=O)C1=CC=C(C=C1)F)C)C)F)F